O[C@]1(C[C@H](N(CC1)C(=O)OCC1=CC=CC=C1)C1=CC=CC=C1)C |r| benzyl rac-(2S,4R)-4-hydroxy-4-methyl-2-phenylpiperidine-1-carboxylate